FC1=C(C#N)C=C(C=C1)CC1=CC(=CC(=C1)F)F 2-fluoro-5-(3,5-difluorobenzyl)benzonitrile